heptaphenylenediamine C=1(C(=CC=C2C3=CC=CC=C3C3=CC=CC=C3C3=CC=CC=C3C3=CC=CC=C3C3=CC=CC=C3C3=CC=CC=C3C12)N)N